(R)-2-((1-(2-cyano-3-(4,4-difluoro-cyclohexyl)-7-methylquinoxalin-5-yl)ethyl)amino)benzoic acid C(#N)C1=NC2=CC(=CC(=C2N=C1C1CCC(CC1)(F)F)[C@@H](C)NC1=C(C(=O)O)C=CC=C1)C